BrC1=CC(=C(C(=NO)N)C(=C1)OC)OC 4-bromo-N'-hydroxy-2,6-dimethoxybenzamidine